2,2',2''-{10-[(1S)-1-carboxy-4-{4-[2-(2-ethoxyethoxy)ethoxy]phenyl}butyl]-1,4,7,10-tetraazacyclododecane-1,4,7-triyl}tris(3-hydroxypropionic acid) gadolinium [Gd].C(=O)(O)[C@H](CCCC1=CC=C(C=C1)OCCOCCOCC)N1CCN(CCN(CCN(CC1)C(C(=O)O)CO)C(C(=O)O)CO)C(C(=O)O)CO